COC(C1=C(C=C(C=C1I)F)F)=O 2,4-difluoro-6-iodobenzoic acid methyl ester